(S)-1-(2-((2-hydroxypropyl)amino)ethyl)-3,7-dimethyl-1H-purine-2,6(3H,7H)-dione O[C@H](CNCCN1C(N(C=2N=CN(C2C1=O)C)C)=O)C